C1(CC1)S(=O)(=O)N1N=CC(=C1)C1=NC=CC(=N1)NC1=NC=C(C(=C1)N1CCC(CC1)(C(F)(F)F)F)C#CC=1C=NN(C1)C 2-(1-(cyclopropylsulfonyl)-1H-pyrazol-4-yl)-N-(4-(4-fluoro-4-(trifluoromethyl)piperidin-1-yl)-5-((1-methyl-1H-pyrazol-4-yl)ethynyl)pyridin-2-yl)pyrimidin-4-amine